4-Bromo-4'-fluoro-1,1'-biphenyl BrC1=CC=C(C=C1)C1=CC=C(C=C1)F